(Z)-hex-3-enyl acetate (cis-3-hexenyl acetate) C(C\C=C/CC)CC(=O)O.C(C)(=O)OCC\C=C/CC